FC1=C(C(=C(C=C1OC)OC)F)C1=CC2=C(N=C(N=C2)NCCN2CCN(CC2)C)C(=N1)C=1C=NN(C1)C 6-(2,6-difluoro-3,5-dimethoxyphenyl)-8-(1-methyl-1H-pyrazol-4-yl)-N-(2-(4-methylpiperazin-1-yl)ethyl)pyrido[3,4-d]Pyrimidin-2-amine